methyl 9-ethyl-6-morpholino-2-(4-phenyl-1H-pyrazol-1-yl)-9H-purine-8-carboxylate C(C)N1C2=NC(=NC(=C2N=C1C(=O)OC)N1CCOCC1)N1N=CC(=C1)C1=CC=CC=C1